(S)-2-((1-(3-(3,5-dimethylphenyl)-1-methyl-1,2,4-triazol-5-yl)ethyl)carbamoyl)-4-methoxypyridin-3-yl isobutyl carbonate C(OC=1C(=NC=CC1OC)C(N[C@@H](C)C1=NC(=NN1C)C1=CC(=CC(=C1)C)C)=O)(OCC(C)C)=O